ClC=1C=C(C=C(C1)Cl)N1CCN(C2(CC2)C1)S(=O)(=O)C1=CC=C(C=C1)NC(C1=C(C=CC=C1)N(S(=O)(=O)C)C)=O N-[4-[[7-(3,5-Dichlorophenyl)-4,7-diazaspiro[2.5]octan-4-yl]sulfonyl]phenyl]-2-[methyl(methyl-sulfonyl)amino]benzamide